C(=C)C(CCCCCC=C)(O)O 1,6-divinyl-hexanediol